COC(=O)C1=CC=2N(C(=C(C2S1)C#N)N)C1=C(C(=CC=C1C)OC)C.C[SiH](C1=CC=C(C=C1)[Si](C)(C)C1=CC=C(C=C1)[SiH](C)C)C bis(4-(dimethylsilyl)phenyl)dimethylsilane methyl-5-amino-6-cyano-4-(3-methoxy-2,6-dimethylphenyl)-4H-thieno[3,2-b]pyrrole-2-carboxylate